phenyl-butan-1-one C1(=CC=CC=C1)C(CCC)=O